FC1=CC(=CC=2C=C(OC21)C2=CC=C(C=C2)F)CO (7-fluoro-2-(4-fluorophenyl)benzofuran-5-yl)methanol